C(C)(C)(C)OC(=O)N1CC(C1)(O)CC1=CC=C(C=C1)Br 3-(4-bromobenzyl)-3-hydroxyazetidine-1-carboxylic acid tert-butyl ester